4,4-difluoro-5-(hydroxymethyl)oxolan FC1(CCOC1CO)F